1-N'-(4-fluorophenyl)-1-N-[4-[7-methoxy-6-(1,2-oxazol-4-yl)quinolin-4-yl]oxyphenyl]cyclopropane-1,1-dicarboxamide FC1=CC=C(C=C1)NC(=O)C1(CC1)C(=O)NC1=CC=C(C=C1)OC1=CC=NC2=CC(=C(C=C12)C=1C=NOC1)OC